ClC1=NC=C(C(=C1)\C=C\C1(CCCCC1)C(F)(F)F)OC 2-Chloro-5-methoxy-4-((E)-2-(trans-(trifluoromethyl)cyclohexyl)vinyl)pyridine